C(CCC)O[Zr](OCCCC)OCCCC tributoxy-zirconium